FC1(CCN(CC1)C=1N=C2C(=NC1)N(C=C2C=2CCN(CC2)C(=O)OC(C)(C)C)COCC[Si](C)(C)C)F tert-butyl 4-[2-(4,4-difluoro-1-piperidyl)-5-(2-trimethylsilylethoxymethyl)pyrrolo[2,3-b]pyrazin-7-yl]-3,6-dihydro-2H-pyridine-1-carboxylate